C(C)(C)(C)C1=CC(=CC2=C1OP(OC1=C2C=C(C=C1C(C)(C)C)C)CCP1OC2=C(C3=C(O1)C(=CC(=C3)C)C(C)(C)C)C=C(C=C2C(C)(C)C)C)C 1,2-bis(4,8-di-tert-butyl-2,10-dimethyldibenzo[d,f][1,3,2]dioxaphosphepin-6-yl)ethane